(E)-1-(benzofuran-7-yl)-3-(4-hydroxy-3,5-dimethylphenyl)prop-2-en-1-one O1C=CC2=C1C(=CC=C2)C(\C=C\C2=CC(=C(C(=C2)C)O)C)=O